C(C)(C)(C)OC1N(C=CC2=CC=CC=C12)C(=O)OCCCC 1-tert-butoxy-2-butoxycarbonyl-1,2-dihydroisoquinoline